2-[2-(1-tert-butoxycarbonyl-4-piperidyl)ethoxy]acetic acid C(C)(C)(C)OC(=O)N1CCC(CC1)CCOCC(=O)O